FC(OC=1C=CC=C2C=CC=NC12)(F)F 8-(trifluoromethoxy)quinolin